[Cu]I (+/-)-Copper (I) iodide